2-(thiazol-5-yl)thieno[3,2-d]pyrimidine S1C=NC=C1C=1N=CC2=C(N1)C=CS2